OC1=CC2=C(N=C(S2)CP(OCC)(OCC)=O)C=C1 Diethyl ((6-hydroxybenzo[d]thiazol-2-yl)methyl)phosphonate